N,1-Dimethoxy-N-methyl-cyclopropanecarboxamide CON(C(=O)C1(CC1)OC)C